C(#N)N1C[C@H](CC1)C(C(=O)N)=C 2-((R)-1-cyanopyrrolidin-3-yl)acrylamide